(3-(5-(tert-butyl)pyridin-2-yl)phenyl)-8-chloro-N-methyl-[1,2,4]triazolo[4,3-a]quinazolin-5-amine C(C)(C)(C)C=1C=CC(=NC1)C=1C=C(C=CC1)C1=NN=C2N1C1=CC(=CC=C1C(=N2)NC)Cl